N-(3-chloro-4-fluorophenyl)-4-(5-(4-fluoro-3-hydroxy-1-methyl-1H-pyrazol-5-yl)-5-hydroxyoctahydropentalen-2-yl)-1-methyl-1H-imidazole-5-carboxamide ClC=1C=C(C=CC1F)NC(=O)C1=C(N=CN1C)C1CC2CC(CC2C1)(O)C1=C(C(=NN1C)O)F